C(C)(=O)O[C@@H]1CC2=CC[C@H]3[C@@H]4CC(C[C@@]4(C)CC[C@@H]3[C@]2(CC1)C)=O 16-oxo-androsta-5-en-3β-ol acetate